CC=1SC=C(N1)C(=O)O.C[C@@H]1CN(C[C@@H](O1)C=1C(=NNC1)C)C1=NC=CC(=N1)C1=CN=C2N1C=C(C=C2)C(F)(F)F cis-2-methyl-6-(3-methyl-1H-pyrazol-4-yl)-4-{4-[6-(trifluoromethyl)imidazo[1,2-a]pyridin-3-yl]pyrimidin-2-yl}morpholine 2-Methylthiazole-4-carboxylate